FC1(CCN(CC1)CCCCCCCSC1=C2CN(C(C2=CC=C1)=O)C1C(NC(CC1)=O)=O)F 3-(4-((7-(4,4-difluoropiperidin-1-yl)heptyl)thio)-1-oxoisoindolin-2-yl)piperidine-2,6-dione